O=NC([C@H]1NC[C@@H](C1)O)=O Hydroxyproline ketoamide